6-(2-(3-Trifluoromethylphenyl)-5,6-dihydro-4H-pyrrolo[1,2-b]pyrazol-3-yl)-1H-indazole FC(C=1C=C(C=CC1)C=1C(=C2N(N1)CCC2)C2=CC=C1C=NNC1=C2)(F)F